N-(4-((4-Cyclopropylpiperidin-1-yl)sulfonyl)phenyl)-2-(N-methylmethylsulfonamido)benzamide C1(CC1)C1CCN(CC1)S(=O)(=O)C1=CC=C(C=C1)NC(C1=C(C=CC=C1)N(S(=O)(=O)C)C)=O